FC(C(=O)OCC)(C1=CC(=C(C=C1)F)C)F ethyl 2,2-difluoro-2-(4-fluoro-3-methylphenyl)acetate